C(C)(C)(C)OC(=O)N1C=C(C2=CC=CC=C12)C1=CN(C=2N=CN=C(C21)N)CC(=O)OC(C)(C)C 3-(4-amino-7-(2-(tert-butoxy)-2-oxoethyl)-7H-pyrrolo[2,3-d]pyrimidin-5-yl)-1H-indole-1-carboxylic acid tert-butyl ester